N,N'-dioleyladipamide sebacate C(CCCCCCCCC(=O)O)(=O)O.C(CCCCCCC\C=C/CCCCCCCC)NC(CCCCC(=O)NCCCCCCCC\C=C/CCCCCCCC)=O